C1(=CC=C(C=C1)C(SC(F)(F)F)=O)C1=CC=CC=C1 S-(trifluoromethyl) [1,1'-biphenyl]-4-carbothioate